methylazetidine-2-carbonitrile CN1C(CC1)C#N